NC1=NC=C2N(C(N(C2=N1)[C@@H]1O[C@@H](C[C@H]1O)CO)=O)CC1=CC=CS1 5-((2-Amino-9-((2R,3R,5S)-3-hydroxy-5-(hydroxymethyl)tetrahydrofuran-2-yl)-8-oxo-8,9-dihydro-7H-purin-7-yl)methyl)thiophen